CC1=C(OC2=NC(=CC=C2C(=O)NS(=O)(=O)C2=NNC=C2)C2=CC=C(C=C2)OCC)C=CC(=C1)C 2-(2,4-Dimethylphenoxy)-6-(4-ethoxyphenyl)-N-(1H-pyrazol-3-ylsulfonyl)pyridin-3-carboxamid